6-(((tert-butyldimethylsilyl)oxy)methyl)-5-fluoropyridinal [Si](C)(C)(C(C)(C)C)OCC1=C(C=CC(=N1)C=O)F